O1C=CC2=C1C=CC(=C2)C=2C1(C3=CC=CC=C3C2)CCC(CC1)(C(=O)O)NC1=CC(=CC=C1)Cl (1s,4s)-2'-(1-benzofuran-5-yl)-4-(3-chloroanilino)spiro[cyclohexane-1,1'-indene]-4-carboxylic acid